tert-Butyl 3'-(2-(tert-butoxycarbonyl)hex-5-en-1-yl)-[1,1'-biphenyl]-3-carboxylate C(C)(C)(C)OC(=O)C(CC=1C=C(C=CC1)C1=CC(=CC=C1)C(=O)OC(C)(C)C)CCC=C